Acetyl-3,7-dihydroxyphenoxazine CC(=O)C1=C2C(=CC(=C1)O)OC3=C(N2)C=CC(=C3)O